NC1=C(C=CC=C1)NC(CCCCCCOC=1C=C(C=C2C(=NC=NC12)C)C=1C=NC(=C(C1)NS(=O)(=O)C1=C(C=C(C=C1)F)F)OC)=O N-(2-aminophenyl)-7-((6-(5-((2,4-difluorophenyl)sulfonylamino)-6-methoxypyridin-3-yl)-4-methylquinazolin-8-yl)oxy)heptanamide